3-ACETYL-1-BUTYLINDOLE-6-CARBOXYLIC ACID C(C)(=O)C1=CN(C2=CC(=CC=C12)C(=O)O)CCCC